(3R)-3-(4-Chlorophenyl)-2-[(5-chloropyridin-2-yl)methyl]-6-{2-hydroxy-1-[(2S)-2-(hydroxymethyl)pyrrolidin-1-yl]propan-2-yl}-3-methoxy-2,3-dihydro-1H-isoindol-1-on ClC1=CC=C(C=C1)[C@@]1(N(C(C2=CC(=CC=C12)C(CN1[C@@H](CCC1)CO)(C)O)=O)CC1=NC=C(C=C1)Cl)OC